pyrrole-2,3-dione N1C(C(C=C1)=O)=O